C(CCC)C1=NC=2C(=C(N=NC2N)OC)N1CC1=CC=C(C=C1)OC 2-butyl-7-methoxy-1-(4-methoxybenzyl)-1H-imidazo[4,5-d]pyridazin-4-amine